C12CCC(CC1)O2 7-OXABICYCLO[2.2.1]HEPTANE